CN1N=CC(=C1)C=1C=CC=2N(C1)N=CC2N2CCN(CC2)C(=O)O[C@H](C(F)(F)F)C2=CC=CC=C2 (1S)-2,2,2-trifluoro-1-phenylethyl 4-[6-(1-methyl-1H-pyrazol-4-yl)pyrazolo[1,5-a]pyridin-3-yl]piperazine-1-carboxylate